[Si](C)(C)(C(C)(C)C)O[C@@H]1[C@@](O[C@H]([C@H]1F)N1C2=NC(=NC(=C2N=C1)NC(C1=CC=CC=C1)(C1=CC=CC=C1)C1=CC=C(C=C1)OC)F)(CC)CO [(2R,3R,4S,5R)-3-[(tert-butyldimethylsilyl)oxy]-2-ethyl-4-fluoro-5-(2-fluoro-6-{[(4-methoxyphenyl)diphenylmethyl]amino}purin-9-yl)oxolan-2-yl]methanol